FC1=C(N)C(=CC(=C1)C=1SC2=C(N1)C=C(C=C2)F)I 2-fluoro-4-(5-fluorobenzothiazol-2-yl)-6-iodoaniline